elaidyl ether sulfate S(=O)(=O)(O)O.C(CCCCCCC\C=C\CCCCCCCC)OCCCCCCCC\C=C\CCCCCCCC